3-((4,4,5,5,6,6,6-heptafluorohexyl)oxy)-4-(1-(trifluoromethyl)-1,2,5,6-tetrahydropyridin-3-yl)-1,2,5-thiadiazole FC(CCCOC1=NSN=C1C=1CN(CCC1)C(F)(F)F)(C(C(F)(F)F)(F)F)F